N1=C(C=CC=C1)C1=C(C(=C(C=C1)C=1C(=CC=CC1)C1=CC=CC=C1)C1=C(C=CC=2C3=CC=CC=C3C3=CC=CC=C3C12)C1=CC=CC=C1)C1=NC=CC=C1 di(pyridinyl)(phenyltriphenyleneyl)terBenzene